ClC1=CC=C(C(=N1)C)N1N=NC(=C1)C(=O)O 1-(6-chloro-2-methylpyridin-3-yl)-1H-1,2,3-triazole-4-carboxylic acid